BrC1=C(C=C2CC(NC2=C1)=O)F 6-bromo-5-fluoroindolin-2-one